2-chloro-4-((4-methoxycyclohexyl)amino)pyrimidine-5-carboxylic acid ClC1=NC=C(C(=N1)NC1CCC(CC1)OC)C(=O)O